BrC=1C=CC(=NC1)C(C(S(=O)(=O)C1=CC=CC=C1)(F)F)(C)N[S@@](=O)C(C)(C)C (S)-N-(2-(5-bromopyridin-2-yl)-1,1-difluoro-1-(phenylsulfonyl)propan-2-yl)-2-methylpropane-2-sulfinamide